2-chloro-N-(2-((1S,3R)-3-((5-cyano-4-methoxypyrimidin-2-yl)amino)cyclohexyl)-1-methyl-1H-benzo[d]imidazol-5-yl)acrylamide ClC(C(=O)NC1=CC2=C(N(C(=N2)[C@@H]2C[C@@H](CCC2)NC2=NC=C(C(=N2)OC)C#N)C)C=C1)=C